FC(CN(C1=C(C(=CC=C1)C#CC(C(F)(F)F)(C)C)F)C1=NC(NC2=CC=C(C=C12)F)=O)F 4-[N-(2,2-difluoroethyl)-2-fluoro-3-(4,4,4-trifluoro-3,3-dimethyl-but-1-ynyl)anilino]-6-fluoro-1H-quinazolin-2-one